5-hydroxy-7-azaindole-2-carboxylic acid OC=1C=C2C=C(NC2=NC1)C(=O)O